Rel-(S)-1-(3-(4-(2,4-difluorobenzyl)piperazin-1-yl)-2-(1-methyl-1H-pyrazol-4-yl)pyrido[3,4-b]pyrazin-7-yl)-2-methylpropane-1,2-diol FC1=C(CN2CCN(CC2)C2=C(N=C3C(=N2)C=NC(=C3)[C@@H](C(C)(O)C)O)C=3C=NN(C3)C)C=CC(=C1)F |o1:20|